N-(3-((5-(3-chloro-4-fluorophenyl)-2-((1-methyl-1H-pyrazol-4-yl)amino)pyrimidin-4-yl)oxy)phenyl)acrylamide ClC=1C=C(C=CC1F)C=1C(=NC(=NC1)NC=1C=NN(C1)C)OC=1C=C(C=CC1)NC(C=C)=O